OCCNC(C(C)NC(=O)C1=C(OC2=C1C=C(C=C2)OCC2=C(N=CS2)C)C)=O N-(1-((2-hydroxyethyl)amino)-1-oxopropan-2-yl)-2-methyl-5-((4-methylthiazol-5-yl)methoxy)benzofuran-3-carboxamide